2-[(2R)-3-(3,4-Dihydro-1H-isochinolin-2-yl)-2-hydroxy-propyl]-6-[(2S)-2-methyl-morpholin-4-yl]-3,4-dihydroisochinolin-1-on C1N(CCC2=CC=CC=C12)C[C@H](CN1C(C2=CC=C(C=C2CC1)N1C[C@@H](OCC1)C)=O)O